N[C@@H](CCC(=O)N1CCC(CC1)NC(=O)NCCOCCOCC(=O)O)C(=O)OC(C)(C)C 2-[2-[2-[[1-[(4S)-4-amino-5-tert-butoxy-5-oxo-pentanoyl]-4-piperidyl]carbamoylamino]ethoxy]ethoxy]acetic acid